ClC1=CC2=C(OCCC(C2)C(=O)NC2=NC(=NS2)CN2CCCCC2)C=C1 7-chloro-N-(3-(piperidin-1-ylmethyl)-1,2,4-thiadiazol-5-yl)benzo[b]oxepane-4-carboxamide